T-butyl N-benzhydryl-glycinate C(C1=CC=CC=C1)(C1=CC=CC=C1)NCC(=O)OC(C)(C)C